C1(CC1)C1=NNC(=N1)C1N(CC12CCC2)C(=O)N2CC1(C2)CN(C1)CC=1C=NN(C1C)CC(F)(F)F [(3-cyclopropyl-1H-1,2,4-triazol-5-yl)-2-azaspiro[3.3]heptan-2-yl]-[6-[[5-methyl-1-(2,2,2-trifluoroethyl)pyrazol-4-yl]methyl]-2,6-diazaspiro[3.3]heptan-2-yl]methanone